tert-butyl (3R)-4-[5,6-dichloro-2-(4-chlorothiazol-5-yl)pyrimidin-4-yl]-3-methyl-piperazine-1-carboxylate ClC=1C(=NC(=NC1Cl)C1=C(N=CS1)Cl)N1[C@@H](CN(CC1)C(=O)OC(C)(C)C)C